4-[4-[4-[(5-bromo-4-chloro-1-methyl-imidazole-2-carbonyl)amino]-2-chloro-benzoyl]piperazine-1-carbonyl]piperidine-1-carboxylic acid tert-butyl ester C(C)(C)(C)OC(=O)N1CCC(CC1)C(=O)N1CCN(CC1)C(C1=C(C=C(C=C1)NC(=O)C=1N(C(=C(N1)Cl)Br)C)Cl)=O